OC1(CCN(CC1)C1=CC=CC(=N1)CN1N=NC(=C1)C1=C2C(=NC(=C1)C=1C(=C(C#N)C=CC1)C)NC=N2)C (7-(1-((6-(4-Hydroxy-4-methylpiperidin-1-yl)pyridin-2-yl)methyl)-1H-1,2,3-triazole-4-yl)-3H-imidazo[4,5-b]pyridin-5-yl)-2-methylbenzonitrile